(4-(4,4,5,5-tetramethyl-1,3,2-dioxaborolan-2-yl)pyridin-2-yl)cyclobutanecarboxamide CC1(OB(OC1(C)C)C1=CC(=NC=C1)C1(CCC1)C(=O)N)C